CC1=C(C=C(C=C1)NC(=O)C1(CCC1)C(=O)N)OC=1SC=CN1 ((4-methyl-3-(thiazol-2-yloxy)phenyl)carbamoyl)cyclobutane-1-carboxamide